[Ni].N1(N=CC=C1)C1=NC(=CC=C1)N1N=CC=C1 2,6-bis(N-pyrazolyl)pyridine nickel